(3-(1H-1,2,4-triazol-1-yl)propyl)-2-fluorobenzene-1,4-diamine N1(N=CN=C1)CCCC=1C(=C(C=CC1N)N)F